C1(CCC1)C1=CN(C=2N=CN=C(C21)N2[C@H](CNCC2)C)C=2C=C(C(=O)O)C=CN2 (S)-2-(5-cyclobutyl-4-(2-methylpiperazin-1-yl)-7H-pyrrolo[2,3-d]pyrimidin-7-yl)isonicotinic acid